FC=1C(=CC=C2C=C(NC12)CN)OC (7-fluoro-6-methoxy-1H-indol-2-yl)methanamine